C(C)(C)(C)OC(=O)N1CC(CC1)N1C(NC=2C(C1)=CN(N2)C)=O 3-(2-Methyl-6-oxo-2,4,6,7-tetrahydro-pyrazolo[3,4-d]pyrimidin-5-yl)-pyrrolidine-1-carboxylic acid tert-butyl ester